5,6-dichloro-2,3-dicyanopyrazine ClC=1N=C(C(=NC1Cl)C#N)C#N